2-butene-1,4-dialdehyde C(C=CC=O)=O